FC1=C(C=CC(=C1)F)C1OCCC(C1)C#N (2,4-difluorophenyl)tetrahydro-2H-pyran-4-carbonitrile